6-(4-{1-[(2-Chlorophenyl)methyl]piperidin-4-yl}-1,4-diazepan-1-yl)-N-(2,6-dimethylpyridin-4-yl)pyridine-2-carboxamide ClC1=C(C=CC=C1)CN1CCC(CC1)N1CCN(CCC1)C1=CC=CC(=N1)C(=O)NC1=CC(=NC(=C1)C)C